(3S)-3-[(morpholin-4-yl)methyl]-1,2,3,4-tetrahydroisoquinoline 2HCl Cl.Cl.N1(CCOCC1)C[C@H]1NCC2=CC=CC=C2C1